N-methyl-1-(1-((1-methyl-1H-1,2,4-triazol-3-yl)methoxy)isoquinolin-4-yl)ethan-1-amine CNC(C)C1=CN=C(C2=CC=CC=C12)OCC1=NN(C=N1)C